C(C)(C)(C)OC(=O)N[C@@H](CC=C)C=1C=C(C=C(C1)F)N1[C@H](CCC1=O)C(=O)OC methyl (R)-1-(3-((S)-1-((tert-butoxycarbonyl) amino) but-3-en-1-yl)-5-fluorophenyl)-5-oxopyrrolidine-2-carboxylate